tricosyl (Z)-hexadec-9-enoate C(CCCCCCC\C=C/CCCCCC)(=O)OCCCCCCCCCCCCCCCCCCCCCCC